8-chloro-5-methyl-11-iodo-5H-dibenzo[b,e][1,4]diazepine-3-d ClC=1C=CC2=C(N=C(C3=C(N2C)C=C(C=C3)[2H])I)C1